(3-(2-methyl-6-(p-tolyl)pyridin-3-yl)ureido)benzenesulfonamide CC1=NC(=CC=C1NC(NC1=C(C=CC=C1)S(=O)(=O)N)=O)C1=CC=C(C=C1)C